butanoic acid-(2Z,5Z)-nona-2,5-dien-1-yl ester C(\C=C/C\C=C/CCC)OC(CCC)=O